3-(azidomethyl)-1H-indole N(=[N+]=[N-])CC1=CNC2=CC=CC=C12